C1N(CCC12CNCC2)CC2=CSC1=C2N=C(N=C1N1[C@@H](COCC1)C)C1=C2C=CNC2=CC=C1 (3R)-4-(7-((2,7-diazaspiro[4.4]non-2-yl)methyl)-2-(1H-indol-4-yl)thieno[3,2-d]pyrimidin-4-yl)-3-methylmorpholine